N[C@@H](CCC(=O)C(CCC[C@H](N)C(=O)O)N)C(=O)O epsilon-gamma-glutamyl-lysine